BrC=1C=C2C(=NC=NC2=CC1)NC=1C=NC(=C(C1)Cl)OC1=CC=CC=C1 6-bromo-N-(5-chloro-6-phenoxy-3-pyridyl)quinazolin-4-amine